N-(1-methyl-1H-indazol-6-yl)pyridinecarboxamide CN1N=CC2=CC=C(C=C12)NC(=O)C1=NC=CC=C1